4-({2-azaspiro[3.3]heptan-6-yl}amino)-1-(2,2,2-trifluoroethyl)-1H-indol C1NCC12CC(C2)NC2=C1C=CN(C1=CC=C2)CC(F)(F)F